2-(2-fluoro-4-(trifluoromethyl)styryl)-5-methyl-oxazole 1,3-dioxoisoindolin-2-yl-1-(trifluoromethyl)cyclobutane-1-carboxylate O=C1N(C(C2=CC=CC=C12)=O)C1C(CC1)(C(=O)O)C(F)(F)F.FC1=C(C=CC=2OC(=CN2)C)C=CC(=C1)C(F)(F)F